nitro-3-trifluoromethyl-1,1'-biphenyl [N+](=O)([O-])C1=C(C=CC=C1C(F)(F)F)C1=CC=CC=C1